FC(COC1=CC2=C(C=N1)CC[C@H]2N2C(C1=CC=CC=C1C2=O)=O)(F)F |r| (±)-2-(3-(2,2,2-trifluoroethoxy)-6,7-dihydro-5H-cyclopenta[c]pyridin-5-yl)isoindoline-1,3-dione